FC(C(=O)O)(F)F.C(C1=CC=CC=C1)OC(=O)NC1=CC=C(N=N1)N1CC(CC1)N1N=NC(=C1)C(=O)O 1-(1-(6-(((benzyloxy)carbonyl)amino)pyridazin-3-yl)pyrrolidin-3-yl)-1H-1,2,3-triazole-4-carboxylic acid compound with 2,2,2-trifluoroacetic acid